FC1=C2CC(N=C(C2=CC=C1F)C=1C=NC2=CC=CC=C2C1)(C)C 3-(5,6-difluoro-3,3-dimethyl-3,4-dihydroisoquinolin-1-yl)quinoline